C(C)OC(=O)C=1N=C(OC1C(F)(F)F)I iodo-5-(trifluoromethyl)-1,3-oxazole-4-carboxylic acid ethyl ester